1-(2,2-difluoroethyl)-2-{3-[(4-methane-sulfonyl-2-methoxy-phenyl)amino]prop-1-yn-1-yl}-N-[(1R,4R)-4-(morpholin-4-yl)cyclohexyl]-1H-indol-4-amine FC(CN1C(=CC=2C(=CC=CC12)NC1CCC(CC1)N1CCOCC1)C#CCNC1=C(C=C(C=C1)S(=O)(=O)C)OC)F